(1r,2r)-1-cyano-2-(difluoromethyl)cyclopropane-1-carboxylic acid C(#N)[C@@]1([C@@H](C1)C(F)F)C(=O)O